C1(CCCCC1)N1C(=NN=C1C)C1[C@H]2CNC[C@@H]12 (1R,5S,6r)-6-(4-cyclohexyl-5-methyl-4H-1,2,4-triazol-3-yl)-3-azabicyclo[3.1.0]hexane